N-butyl-N-methylpyrrolidinium bis(trifluoromethanesulphonyl)imide [N-](S(=O)(=O)C(F)(F)F)S(=O)(=O)C(F)(F)F.C(CCC)[N+]1(CCCC1)C